N[C@H](CC(=O)[O-])C(=O)[O-].[Zn+2] zinc D-aspartate